NC1C(CC=C(C1)C(=O)O)=C(F)F 5-Amino-4-(difluoromethylene)cyclohex-1-ene-1-carboxylic acid